BrC1=CC(=C(S1)CNCC1=CC=C(C=C1)OC)C(=O)O 5-bromo-2-({[(4-methoxyphenyl)methyl]amino}methyl)thiophene-3-carboxylic acid